tert-butyl 2-[(3R,4S,5R)-3,4,5-tri(propanoyloxy)tetrahydropyran-2-yl]oxybenzoate C(CC)(=O)O[C@H]1C(OC[C@H]([C@@H]1OC(CC)=O)OC(CC)=O)OC1=C(C(=O)OC(C)(C)C)C=CC=C1